2-ethoxycarbonyl-3-(2-methoxyanilino)quinoxaline C(C)OC(=O)C1=NC2=CC=CC=C2N=C1NC1=C(C=CC=C1)OC